N-(1,3-dimethylpyrazol-4-yl)sulfonyl-6-[3-(3,3,3-trifluoro-2,2-dimethylpropoxy)pyrazol-1-yl]-2-[(4S)-2,2,4-trimethylpyrrolidin-1-yl]pyridine-3-carboxamide CN1N=C(C(=C1)S(=O)(=O)NC(=O)C=1C(=NC(=CC1)N1N=C(C=C1)OCC(C(F)(F)F)(C)C)N1C(C[C@@H](C1)C)(C)C)C